1-(3-((tert-butoxycarbonylamino)methyl)phenyl)-3-cyano-1H-pyrazole-5-carboxylic acid C(C)(C)(C)OC(=O)NCC=1C=C(C=CC1)N1N=C(C=C1C(=O)O)C#N